((2,4-difluorophenyl)amino)-4-((5-ethyl-1-methyl-4-oxo-4,5-dihydro-1H-pyrrolo[3,2-c]pyridin-3-yl)amino)-N-methylpyrimidine-5-carboxamide FC1=C(C=CC(=C1)F)NC1=NC=C(C(=N1)NC1=CN(C2=C1C(N(C=C2)CC)=O)C)C(=O)NC